N-(3-(5-(2-((2,2-dioxido-2-thiaspiro[3.3]heptan-6-yl)amino)pyrimidin-4-yl)-2-(3-methyl-3,6-diazabicyclo[3.1.1]heptan-6-yl)thiazol-4-yl)-2-fluorophenyl)-2,6-difluorobenzenesulfonamide O=S1(CC2(C1)CC(C2)NC2=NC=CC(=N2)C2=C(N=C(S2)N2C1CN(CC2C1)C)C=1C(=C(C=CC1)NS(=O)(=O)C1=C(C=CC=C1F)F)F)=O